7-bromo-3-(2-chloro-5,5-dioxo-6,7-dihydrothieno[3,2-d]pyrimidin-4-yl)-1H-indole-6-Nitrile BrC=1C(=CC=C2C(=CNC12)C=1C2=C(N=C(N1)Cl)CCS2(=O)=O)C#N